FC(C(=O)O)(F)F.NC1=NN=C(C2=CC(=CC=C12)C=1C=CCC2C(OB(C21)O)=O)C 7-(1-amino-4-methylphthalazin-6-yl)-1-hydroxy-4H-2,1-benzoxaborole-3-one trifluoroacetate